2-[6-bromo-4-(2,2-difluorospiro[2.3]hexan-5-yl)oxy-1-oxophthalazin-2-yl]-N-([1,2,4]triazolo[1,5-a]pyridin-2-yl)acetamide BrC=1C=C2C(=NN(C(C2=CC1)=O)CC(=O)NC1=NN2C(C=CC=C2)=N1)OC1CC2(C(C2)(F)F)C1